CN(C(CN1N=CC(=C1)C1=CC=C(C=C1)C1=C2C(=CN=C1)SC=C2)=O)C N,N-dimethyl-2-(4-(4-(thieno[2,3-c]pyridin-4-yl)phenyl)-1H-pyrazol-1-yl)acetamide